diacetoxycopper C(C)(=O)O[Cu]OC(C)=O